FC=1C=C(C=NC1)NC(=O)C1=CN=C(S1)C=1C=NC(=CC1)N1C[C@@H](CC1)F (R)-N-(5-fluoropyridin-3-yl)-2-(6-(3-fluoropyrrolidin-1-yl)pyridin-3-yl)thiazole-5-carboxamide